1-(2-((1s,3s)-3-(trifluoromethoxy)cyclobutoxy)acetamido)piperidine-4-carboxylic acid FC(OC1CC(C1)OCC(=O)NN1CCC(CC1)C(=O)O)(F)F